5-[(E)-2-ethoxyethenyl]-1-[(4-methoxyphenyl)methyl]-4-(trifluoromethyl)pyridin-2-one C(C)O/C=C/C=1C(=CC(N(C1)CC1=CC=C(C=C1)OC)=O)C(F)(F)F